4-fluoro-N-(2-((2-(2-methoxy-7-vinylquinoxalin-5-yl)-4-methylbenzo[d]thiazol-6-yl)oxy)ethyl)benzenesulfonamide FC1=CC=C(C=C1)S(=O)(=O)NCCOC1=CC2=C(N=C(S2)C2=C3N=CC(=NC3=CC(=C2)C=C)OC)C(=C1)C